C(C)(=O)N1CCC2=CC(=CC=C12)C1=CC(=C(C=C1)C[C@@H](C#N)NC(OC(C)(C)C)=O)F tert-butyl (S)-(2-(4-(1-acetylindolin-5-yl)-2-fluorophenyl)-1-cyanoethyl)carbamate